(4-{4-[3-methyl-4-({[(1R)-1-phenylethoxy]carbonyl}amino)-1,2-oxazol-5-yl]piperidin-1-yl}phenyl)cyclopropane-1-carboxylic acid CC1=NOC(=C1NC(=O)O[C@H](C)C1=CC=CC=C1)C1CCN(CC1)C1=CC=C(C=C1)C1(CC1)C(=O)O